3-((4-((8-ethoxy-7-(1H-pyrazol-4-yl)-[1,2,4]triazolo[1,5-a]pyridin-2-yl)amino)-3-methylphenyl)sulfonyl)propan-1-ol C(C)OC=1C=2N(C=CC1C=1C=NNC1)N=C(N2)NC2=C(C=C(C=C2)S(=O)(=O)CCCO)C